C1(CC1)OC1=NC=CC=C1C=1C=NN2C1N=C(C=C2)NCCN(C(O[C@]2(CNCC2)C)=O)C (R)-3-methylpyrrolidin-3-yl (2-((3-(2-cyclopropoxypyridin-3-yl)pyrazolo[1,5-a]pyrimidin-5-yl)amino)ethyl)(methyl)carbamate